6-(3-(6,7-dihydropyrazolo[1,5-a]pyrimidin-4(5H)-yl)-7,8-dihydro-1,6-naphthyridin-6(5H)-yl)-5-methyl-N-(pyridin-4-ylmethyl)pyridazine-3-carboxamide N1=CC=C2N1CCCN2C=2C=NC=1CCN(CC1C2)C2=C(C=C(N=N2)C(=O)NCC2=CC=NC=C2)C